C(C)OC1=CC=C2C(=N1)NC=C2C2=CC=1N(C=C2)N=CC1C(=O)N1CCCCC1 (5-(6-ethoxy-1H-pyrrolo[2,3-b]pyridin-3-yl)pyrazolo[1,5-a]pyridin-3-yl)(piperidin-1-yl)methanone